sorbitol tribehenate C(CCCCCCCCCCCCCCCCCCCCC)(=O)O.C(CCCCCCCCCCCCCCCCCCCCC)(=O)O.C(CCCCCCCCCCCCCCCCCCCCC)(=O)O.OC[C@H](O)[C@@H](O)[C@H](O)[C@H](O)CO